2-(4-methylsulfonylphenyl)thiazol-4-amine CS(=O)(=O)C1=CC=C(C=C1)C=1SC=C(N1)N